O(C1=CC=CC=C1)C1=CC=C(C=C1)C1=NN(C2=NC=NC(=C21)N)[C@H]2CNCCC2 3-(4-phenoxyphenyl)-1-[(3R)-3-piperidyl]pyrazolo[3,4-d]pyrimidin-4-amine